(4-Bromonaphthalen-1-yl)boric acid BrC1=CC=C(C2=CC=CC=C12)OB(O)O